The molecule is a C4-dicarboxylate that is the E-isomer of but-2-enedioate(2-) It has a role as a metabolite, a human metabolite and a Saccharomyces cerevisiae metabolite. It is a butenedioate and a C4-dicarboxylate. It is a conjugate base of a fumarate(1-). C(=C/C(=O)[O-])\\C(=O)[O-]